N-(6-(1-methyl-1H-pyrazol-4-yl)isoquinolin-3-yl)-2-morpholinylacetamide CN1N=CC(=C1)C=1C=C2C=C(N=CC2=CC1)NC(CN1CCOCC1)=O